FC1=C(C=CC=2C3=C(C(NC12)=O)CC(O3)([2H])[2H])CO 6-fluoro-7-(hydroxymethyl)(2,2-2H2)-3H,5H-furo[3,2-C]quinolin-4-one